ClC1=CC=C(C=2SC(=C(C21)CCNC2=CC(=NC=N2)C2=CC(=CS2)OCC)C)C 5-{6-[2-(4-Chloro-2,7-dimethyl-benzo[b]thiophen-3-yl)-ethylamino]-pyrimidin-4-yl}-3-ethoxy-thiophen